N=1C=CN2C1C=C(C=C2)C2N(CCOC2)C(=O)OC(C)(C)C tert-butyl 3-imidazo[1,2-a]pyridin-7-ylmorpholine-4-carboxylate